4,6-bis-(octylthiomethyl)o-cresol C(CCCCCCC)SCC=1C=C(C(=C(C1)CSCCCCCCCC)O)C